6-(4-Chlorophenyl)-N-[(2-oxo-1H-pyridin-3-yl)sulfonyl]-2-(2,4,6-trimethylphenoxy)pyridin-3-carboxamid ClC1=CC=C(C=C1)C1=CC=C(C(=N1)OC1=C(C=C(C=C1C)C)C)C(=O)NS(=O)(=O)C=1C(NC=CC1)=O